C(\C=C\C(=O)O)(=O)O.C(C)N(C(C1=C(C=CC(=C1)F)OC1=C(N=CN=N1)N1CC2(CN(C2)C(C(C)C)C[C@H](CN(C)CCOC)O)CC1)=O)C(C)C N-ethyl-5-fluoro-2-((5-(2-((3x-r,5r)-5-hydroxy-6-((2-methoxyethyl)(methyl)amino)-2-methylhex-3-yl)-2,6-diazaspiro[3.4]oct-6-yl)-1,2,4-triazin-6-yl)oxy)-N-isopropylbenzamide fumarate